O[C@@H]1C([C@]2(C)[C@@H](C1)[C@@H]1CCC3=CC(CC[C@]3(C)[C@H]1CC2)=O)=O 16β-hydroxyandrost-4-ene-3,17-dione